(((4-methoxybenzyl)oxy)methyl)-5-oxo-1,2,4a,5,6,7-hexahydro-8-oxa-3,5a,9,13c-tetraazanaphtho[3,2,1-de]anthracene COC1=CC=C(COCC2CN=CC3C(N4CCOC=5N=C6C=CC=CC6=C(C45)N23)=O)C=C1